3-amino-N-[(4S,5S)-7-ethyl-4-(4-fluorophenyl)-3-methyl-6-oxo-1-phenyl-1H,4H,5H,6H,7H-pyrazolo[3,4-b]pyridin-5-yl]benzamide NC=1C=C(C(=O)N[C@H]2[C@H](C3=C(N(C2=O)CC)N(N=C3C)C3=CC=CC=C3)C3=CC=C(C=C3)F)C=CC1